(Z)-1-(3-(2-(1-methoxyethyl)-5-methylphenyl)-4-oxothiazolidin-2-ylidene)-3-(2-methyl-4-(1-(4-((trifluoromethyl)thio)phenyl)-1H-1,2,4-triazol-3-yl)phenyl)urea COC(C)C1=C(C=C(C=C1)C)N1/C(/SCC1=O)=N/C(=O)NC1=C(C=C(C=C1)C1=NN(C=N1)C1=CC=C(C=C1)SC(F)(F)F)C